CC=1C=C(C=C(C1)C)SC1=C(C=CC=C1)N1CCNCC1 1-[2-(3,5-dimethyl-phenylsulfanyl)-phenyl]piperazine